CC1=C(C=NC=2N1C=C(N2)C(=O)O)C 5,6-dimethylimidazo[1,2-a]pyrimidine-2-carboxylic acid